NCCOCCNC1=C2C(N(C(C2=CC=C1)=O)C1C(NC(CC1)=O)=O)=O ((2-(2-Aminoethoxy)ethyl)amino)-2-(2,6-dioxopiperidin-3-yl)isoindoline-1,3-dione